CC1=C2CCNCC2=CC=C1[N+](=O)[O-] 5-methyl-6-nitro-1,2,3,4-tetrahydroisoquinoline